CC=1N=C(N=NC1)S(=O)C 5-methyl-3-(methylsulfinyl)-1,2,4-triazine